tert-butyl (S)-7-(5-((1-(tert-butoxycarbonyl)pyrrolidin-3-yl)(methyl)amino)pentyl)-3,4-dihydro-1,8-naphthyridine-1(2H)-carboxylate C(C)(C)(C)OC(=O)N1C[C@H](CC1)N(CCCCCC1=CC=C2CCCN(C2=N1)C(=O)OC(C)(C)C)C